[Si](C)(C)(C(C)(C)C)O[C@@H]1[C@H](O[C@H](C1)N1C(NC(C(=C1)F)=O)=O)C(=O)OC methyl (2S,3S,5R)-3-((tert-butyldimethylsilyl)oxy)-5-(5-fluoro-2,4-dioxo-3,4-dihydropyrimidin-1(2H)-yl)tetrahydrofuran-2-carboxylate